N4-[(1S)-1-[4-(3-cyclopropyl-1,2,4-oxadiazol-5-yl)phenyl]ethyl]-6-methyl-furo[2,3-d]pyrimidine-2,4-diamine C1(CC1)C1=NOC(=N1)C1=CC=C(C=C1)[C@H](C)NC=1C2=C(N=C(N1)N)OC(=C2)C